C(C=C)OC=1C=C(C=C(C1)N=C1C(C(C(=O)O)=CC=C1)O)N=C1C(C(C(=O)O)=CC=C1)O 5-allyloxy-m-phenylenedi(iminohydroxybenzoic acid)